N-(4-(5-methoxy-2H-benzo[d][1,2,3]triazol-2-yl)phenyl)sulfamide hydrochloride Cl.COC1=CC=2C(=NN(N2)C2=CC=C(C=C2)NS(=O)(=O)N)C=C1